3-(5-(2-cyclobutyl-4-(pyrrolidin-1-ylmethyl)-2H-pyrazolo[3,4-b]pyridin-6-yl)-1-oxoisoindolin-2-yl)piperidine-2,6-dione C1(CCC1)N1N=C2N=C(C=C(C2=C1)CN1CCCC1)C=1C=C2CN(C(C2=CC1)=O)C1C(NC(CC1)=O)=O